Methyl (1S,3R)-1-(2,6-difluoro-4-((Z)-(1-(3-fluoropropyl)pyrrolidin-3-ylidene)methyl)phenyl)-2-(2,2-difluoropropyl)-3-methyl-1,2,3,4-tetrahydroisoquinoline-6-carboxylate FC1=C(C(=CC(=C1)\C=C\1/CN(CC1)CCCF)F)[C@H]1N([C@@H](CC2=CC(=CC=C12)C(=O)OC)C)CC(C)(F)F